OC1=CC=CC(=N1)N1CC(CC1)C(=O)OC methyl 1-(6-hydroxypyridin-2-yl)pyrrolidine-3-carboxylate